N-(4-(8-amino-3-(4-(3-methoxypropanamido)bicyclo[2.2.1]heptan-1-yl)imidazo[1,5-a]pyrazin-1-yl)benzyl)-5-fluoro-2-methoxybenzamide NC=1C=2N(C=CN1)C(=NC2C2=CC=C(CNC(C1=C(C=CC(=C1)F)OC)=O)C=C2)C21CCC(CC2)(C1)NC(CCOC)=O